3-(5-(3-(2-(methoxymethyl)-4-methylphenyl)-2-oxoimidazolidin-1-yl)-1-oxoisoindolin-2-yl)piperidine-2,6-dione COCC1=C(C=CC(=C1)C)N1C(N(CC1)C=1C=C2CN(C(C2=CC1)=O)C1C(NC(CC1)=O)=O)=O